OC1CC(NC1)C(=O)NCC1=C(C=C(C=C1)C1=C(N=CS1)C)OCCN1CCNCC1 4-hydroxy-N-(4-(4-methylthiazol-5-yl)-2-(2-(piperazin-1-yl)ethoxy)benzyl)pyrrolidine-2-carboxamide